tert-butyl-(S)-2-(((S)-1-cyano-2-(5-(1-methyl-2-oxoindolin-6-yl)thiophen-2-yl)ethyl)carbamoyl)-1,4-oxazepane-4-carboxylate C(C)(C)(C)OC(=O)N1C[C@H](OCCC1)C(N[C@@H](CC=1SC(=CC1)C1=CC=C2CC(N(C2=C1)C)=O)C#N)=O